C1(CC1)N1C(=NC(=C1)C(F)(F)F)C1=CC=C(C=C1)CN1C(C(=CC2=C1N=C(N=C2)C=2C(=NC=NC2OC)C2CC2)C=2N=CN(C2)C)=O 8-({4-[1-cyclopropyl-4-(trifluoromethyl)imidazol-2-yl]phenyl}methyl)-2-(4-cyclopropyl-6-methoxypyrimidin-5-yl)-6-(1-methylimidazol-4-yl)pyrido[2,3-d]pyrimidin-7-one